O1C(=CC2=C1C=CC=C2)C2=CC=C(C=C2)NC([C@H](CC2=CNC1=CC=CC=C21)NC2=CC=C(C(=O)NCCC(=O)OCC)C=C2)=O Ethyl (S)-3-(4-((1-((4-(benzofuran-2-yl)phenyl)amino)-3-(1H-indol-3-yl)-1-oxopropan-2-yl)amino)benzamido)propanoate